C(=O)(O)C1CC(NC1)=O 4-carboxy-2-pyrrolidinone